L-Ascorbic Acid 2-phosphoate P(=O)(O)(O)OC=1C(=O)O[C@@H](C1O)[C@@H](O)CO